N'-(2,4-dichlorophenyl)quinoline-2-carbohydrazide ClC1=C(C=CC(=C1)Cl)NNC(=O)C1=NC2=CC=CC=C2C=C1